N1=C2C(=CC=C1)[C@H](CC2)NC2=NN=C(C1=CC=CC=C21)C2=C(C=C(C=C2)C(F)(F)F)O (S)-2-(4-((6,7-dihydro-5H-cyclopenta[b]pyridin-5-yl)amino)phthalazin-1-yl)-5-(trifluoromethyl)phenol